C(CCC)C=1C=C(CCCC)C=C(C1O)CCCC (3,5-di-butyl-4-hydroxybenzyl)propane